N[C@H](C(=O)NC=1C=CC(=C(C(=O)N(CC#C)CC#C)C1)CO[Si](C1=CC=CC=C1)(C1=CC=CC=C1)C(C)(C)C)CCCNC(=O)N (S)-5-(2-amino-5-ureidopentanamido)-2-(((tert-butyldiphenylsilyl)oxy)methyl)-N,N-di(prop-2-yn-1-yl)benzamide